CC1=C(C(=CC(=C1)N1C2=C(CCCC1)SC(=C2)C)C)NC(CC(C)(C)C)=O N-(2,6-dimethyl-4-(2-methyl-5,6,7,8-tetrahydro-4H-thieno[3,2-b]azepin-4-yl)phenyl)-3,3-dimethylbutyramide